CN1C(=CC2=C(C=CC=C12)NC1=NC(=NC=C1)NCCC1=CNC2=CC=C(C=C12)OC)C N4-(1,2-dimethylindol-4-yl)-N2-[2-(5-methoxy-1H-indol-3-yl)ethyl]pyrimidine-2,4-diamine